2-(methylsulfonyl)-1-phenylethan-1-one CS(=O)(=O)CC(=O)C1=CC=CC=C1